OC=1C=C2CC[C@H]([C@H](C2=CC1)C1=CC=C(C=C1)N1CCC(CC1)CN1CCN(CC1)C1=CC=C(C=C1)C1C(NC(CC1)=O)=O)C1=CC=CC=C1 3-[4-[4-[[1-[4-[(1S,2R)-6-hydroxy-2-phenyl-tetralin-1-yl]phenyl]-4-piperidyl]methyl]piperazin-1-yl]phenyl]piperidine-2,6-dione